C(#N)C=1C=C(C=CC1)C=1N=C(SC1C1=CC(=NC(=C1)C)C)NC(=O)N1CC2(C1)CCOCC2 N-[4-(3-cyanophenyl)-5-(2,6-dimethyl-4-pyridinyl)thiazol-2-yl]-7-oxa-2-azaspiro[3.5]nonane-2-carboxamide